3-(2-cyanopropan-2-yl)-N-(4-methyl-3-(7-(methylamino)-1,6-naphthyridin-3-yl)phenyl)benzamide C(#N)C(C)(C)C=1C=C(C(=O)NC2=CC(=C(C=C2)C)C=2C=NC3=CC(=NC=C3C2)NC)C=CC1